4-[1-[cis-4-[(3-methoxy-4-methyl-phenyl)carbamoyl]cyclohexyl]-2-oxo-3H-benzoimidazol-4-yl]piperazine-1-carboxylic acid tert-butyl ester C(C)(C)(C)OC(=O)N1CCN(CC1)C1=CC=CC=2N(C(NC21)=O)[C@@H]2CC[C@@H](CC2)C(NC2=CC(=C(C=C2)C)OC)=O